CC1([C@@H]2CC([C@]1(CC2)CS(=O)(=O)N)=O)C 1-[(1R,4S)-7,7-dimethyl-2-oxonorbornan-1-yl]Methanesulfonamide